(3S)-N-((1R)-2-((3-fluoro-4-(trimethylsilyl)phenyl)amino)-1-(4-(methoxymethyl)phenyl)-2-oxoethyl)-3-hydroxypyrrolidine-1-carboxamide FC=1C=C(C=CC1[Si](C)(C)C)NC([C@@H](C1=CC=C(C=C1)COC)NC(=O)N1C[C@H](CC1)O)=O